NC=1C=C(C=C(C1)C(F)(F)F)[C@@H](C)NC(=O)C=1N=CC(N(C1)C1=CC=CC=C1)=O N-[(1R)-1-[3-amino-5-(trifluoromethyl)phenyl]ethyl]-5-oxo-4-phenyl-pyrazine-2-carboxamide